CN1C([C@H](N=C(C2=C1C=CC=C2)C2=CC=CC=C2)NC([C@H](C)NC(CC2=CC(=CC(=C2)F)F)=O)=O)=O N-[(1S)-2-[[(3S)-2,3-dihydro-1-methyl-2-oxo-5-phenyl-1H-1,4-benzodiazepin-3-yl]amino]-1-methyl-2-oxoethyl]-3,5-difluoro-benzeneacetamide